benzyl-3-phenylpyridine-2,6-diamine C(C1=CC=CC=C1)C1=C(C(=NC(=C1)N)N)C1=CC=CC=C1